(E)-4-(2-(4-phenylmorpholin-2-yl)vinyl)thiazol-2-amine C1(=CC=CC=C1)N1CC(OCC1)/C=C/C=1N=C(SC1)N